C(C)(C)(C)OC(=O)N[C@@H](CC1=CC=C(C=C1)O)C(=O)O N-(tert-butoxycarbonyl)tyrosine